COOCCCC(CC(CC(CC(CC(C)O)C)C)C)C 12-hydroxy-4,6,8,10-tetramethyltridecyloxy methyl ether